ClC1=C(C=CC=C1C)C(C(C)N)C 3-(2-chloro-3-methyl-phenyl)butan-2-amine